COCCCN1N=CC2=CC=C(C=C12)C=1C(=NC(=NC1)N)N [1-(3-methoxypropyl)indazol-6-yl]-2,4-pyrimidinediamine